O[C@H]1[C@H](CCCC1)CN(CCCCCCCC(=O)N(CCCCCCCCCC)CCCCCCCCCC)CCCCCCCC(=O)N(CCCCCCCCCC)CCCCCCCCCC 8,8'-((((1r,2r)-2-hydroxycyclohexyl)methyl)azanediyl)bis(N,N-didecyloctanamide)